bromo-7-methylindan-1-one BrC1C(C2=C(C=CC=C2C1)C)=O